FC=1C=C2/C(/C(NC2=CC1)=O)=C/C1=C(C(=CN1)NC(C1=CN=C(C=C1)C(F)(F)F)=O)C (Z)-N-(5-((5-fluoro-2-oxoindol-3-ylidene)methyl)-4-methyl-1H-pyrrol-3-yl)-6-(trifluoromethyl)nicotinamide